2-hydroxy-3-((5-(trifluoromethyl)pyridin-2-yl)methyl)naphthalene-1,4-dione OC=1C(C2=CC=CC=C2C(C1CC1=NC=C(C=C1)C(F)(F)F)=O)=O